2-hydroxyethyl-benzimidazole OCCC=1NC2=C(N1)C=CC=C2